Cl.Cl.FC1=NNC=C1C=1C=CC(=C(C1)O)C1=CN=C(N=N1)N1CC(NCC1)C(C)(C)O 5-(3-fluoro-1H-pyrazol-4-yl)-2-{3-[3-(2-hydroxypropan-2-yl)piperazin-1-yl]-1,2,4-triazin-6-yl}phenol dihydrochloride